S1C=NC=C1CO thiazol-5-ylmethanol